C(C)(=O)O[C@H]([C@@H](CNC(C1=C(C=CC=C1)OC(C)=O)=O)OC(C)=O)[C@@H]1O[C@](C[C@@H]([C@H]1NC(COC(C)=O)=O)OC(C)=O)(SC1=CC=C(C=C1)C)C(=O)OC (1R,2R)-1-((2R,3R,4S,6R)-4-acetoxy-3-(2-acetoxyacetamido)-6-(methoxycarbonyl)-6-(p-tolylthio)tetrahydro-2H-pyran-2-yl)-3-(2-acetoxybenzamido)propane-1,2-diyl diacetate